COC[C@@H](C)NC1=NN2C(C=N1)=C(C=C2)C2=NC1=CC=CN=C1C=C2 (R)-N-(1-methoxypropan-2-yl)-5-(1,5-naphthyridin-2-yl)pyrrolo[2,1-f][1,2,4]triazin-2-amine